CC1=C(C(=C(C=C1)C(=O)O)N)[O-] The molecule is the conjugate base of 3-hydroxy-4-methylanthranilic acid. It is a hydroxybenzoate and an aminobenzoate. It derives from an anthranilate. It is a conjugate base of a 3-hydroxy-4-methylanthranilic acid.